5-oxo-6,8-octadecadienoic acid O=C(CCCC(=O)O)C=CC=CCCCCCCCCC